NCCNCCC[Si](OC)(OC)OC (2-aminoethylamino)propyltrimethoxysilane